BrC1=C(C(=CC=C1)F)C1=CC=NN1CC 5-(2-bromo-6-fluorophenyl)-1-ethyl-1H-pyrazole